C(C)(C)(C)C(N)C(=O)O α-tertbutylglycine